OCCN(CCCCCCCC(=O)O)CCCCCC(OCCCCCCCCCCC)=O 8-{(2-hydroxyethyl)[6-oxo-6-(undecoxy)hexyl]amino}caprylic acid